CC1CCC(CC1)CC2CCCCC2 (1α,4α)-4-methyl-1-(cyclohexylmethyl)cyclohexane